2-(2-mercaptoethyl)-5-mercaptomethyl-1,4-dithiane SCCC1SCC(SC1)CS